2-((1-(3-(4-fluorophenyl)-7-methyl-1-oxo-2-(tetrahydro-2H-pyran-4-yl)-1,2-dihydroisoquinolin-5-yl)ethyl)amino)benzoic acid FC1=CC=C(C=C1)C=1N(C(C2=CC(=CC(=C2C1)C(C)NC1=C(C(=O)O)C=CC=C1)C)=O)C1CCOCC1